(3S,4S)-4-Benzyloxycarbonylamino-piperidine-1,3-dicarboxylic acid 1-tert-butyl ester 3-ethyl ester C(C)OC(=O)[C@H]1CN(CC[C@@H]1NC(=O)OCC1=CC=CC=C1)C(=O)OC(C)(C)C